6-((3-Oxo-3-(4-(5-(trifluoromethyl)pyrimidin-2-yl)piperazin-1-yl)propoxy)methyl)-4-(trifluoromethyl)pyridazin-3(2H)-one O=C(CCOCC=1C=C(C(NN1)=O)C(F)(F)F)N1CCN(CC1)C1=NC=C(C=N1)C(F)(F)F